sulfonyl-N-isopropyl-carbamate S(=O)(=O)=CC(C)NC([O-])=O